OC1=C2C[C@H](OC(C2=C(C(=C1)C(=O)N[C@H](C(=O)O)CC1=CC=CC=C1)O)=O)C (2S)-2-[[(3R)-5,8-dihydroxy-3-methyl-1-oxo-3,4-dihydroisochromene-7-carbonyl]amino]-3-phenylpropionic acid